2-(aminomethyl)pyridine NCC1=NC=CC=C1